C(=O)C1=C(C2=CC=CC=C2C=C1)B(O)O 2-Formyl-1-naphthalenyl-boronic acid